FC(CN1N=C(C=C1)C1=CC=CC=C1)F 1-(2,2-difluoroethyl)-3-phenyl-1H-pyrazole